BrC1=NN2C(N(C(=C(C2=O)N2CCN(CC2)C(=O)OC(C)(C)C)CC)CC(=O)NC2=C(C=C(C=C2)C(F)(F)F)Cl)=N1 tert-butyl 4-[2-bromo-4-[2-[2-chloro-4-(trifluoromethyl)anilino]-2-oxo-ethyl]-5-ethyl-7-oxo-[1,2,4]triazolo[1,5-a]pyrimidin-6-yl]piperazine-1-carboxylate